BrC1=C(C(=CC=2N(C(OCC21)=O)CC(F)F)NC(C2=CC(=CC(=C2)F)C(F)(F)F)=O)C(=O)C2=C(C=CC(=C2)F)Cl N-{5-bromo-6-[(2-chloro-5-fluorophenyl)carbonyl]-1-(2,2-difluoroethyl)-2-oxo-2,4-dihydro-1H-benzo[d][1,3]oxazin-7-yl}-5-fluoro-3-(trifluoromethyl)benzamide